2-((2-chloro-3'-(7-chloro-5-(hydroxymethyl)benzo[d]oxazol-2-yl)-2'-methyl-[1,1'-biphenyl]-3-yl)thio)-N-methyl-N-(1-methylpiperidin-4-yl)acetamide ClC1=C(C=CC=C1SCC(=O)N(C1CCN(CC1)C)C)C1=C(C(=CC=C1)C=1OC2=C(N1)C=C(C=C2Cl)CO)C